P(=O)(OC1=C2C(=CNC2=CC=C1)CCN(C([2H])([2H])[2H])C([2H])([2H])[2H])(O)O 3-(2-(bis(methyl-d3)amino)ethyl)-1H-indol-4-yl dihydrogen phosphate